5-bromo-3-hydroxy-6-methylisobenzofuran-1(3H)-one BrC=1C=C2C(OC(C2=CC1C)=O)O